5-(2-methoxyethoxy)-1-(2-methoxyethyl)-2-((4-(pyridin-4-yl)piperazin-1-yl)methyl)-1H-indole COCCOC=1C=C2C=C(N(C2=CC1)CCOC)CN1CCN(CC1)C1=CC=NC=C1